N(C(=N)N)C(C(=O)O)CC(=O)O guanidinosuccinic acid